N(C)CC(=O)OC methyl sarcosinate